4-((2S,5R)-4-acryloyl-2,5-dimethylpiperazin-1-yl)-1-(2-amino-4,6-diisopropylpyrimidin-5-yl)-6-chloro-7-(2-fluorophenyl)pyrido[2,3-d]pyrimidin C(C=C)(=O)N1C[C@@H](N(C[C@H]1C)C=1C2=C(N(CN1)C=1C(=NC(=NC1C(C)C)N)C(C)C)N=C(C(=C2)Cl)C2=C(C=CC=C2)F)C